(s)-4-methyl-1-carbonyl-1-(3-methylbutylamino)pentane tert-Butyl-(1-ethynylcyclopropyl)carbamate C(C)(C)(C)N(C(O)=O)C1(CC1)C#C.CC(CCC(NCCC(C)C)=C=O)C